CC(C(C)C)S[SiH2][SiH3] (1,2-dimethylpropylthio)disilane